BrC1=NN(C(=N1)N1C(C(CCC1)CC1=CC(=C(C=C1)Cl)F)=O)COCC[Si](C)(C)C 1-(3-Bromo-1-((2-(trimethylsilyl)ethoxy)methyl)-1H-1,2,4-triazol-5-yl)-3-(4-chloro-3-fluorobenzyl)piperidin-2-one